Cl.C(C)N(C1CNC1)CC1=CC=C(C=C1)OC N-Ethyl-N-(4-methoxybenzyl)azetidin-3-amine hydrochloride